C(C)S(=O)(=O)NC1=CC(=C(C=C1)C1=C2C(=NC(=C1)NC(=O)C1CC1)NC=C2)F N-(4-(4-(ethylsulfonylamino)-2-fluorophenyl)-1H-pyrrolo[2,3-b]pyridin-6-yl)cyclopropylcarboxamide